C1(CC1)C1=C(C(=NO1)C1=C(C=NC=C1Cl)Cl)C1=CC2(C1)CCN(CC2)C=2C=C1C(=CC(=NC1=CC2)C(=O)O)OCCO 6-(2-(5-cyclopropyl-3-(3,5-dichloropyridin-4-yl)isoxazol-4-yl)-7-azaspiro[3.5]non-1-en-7-yl)-4-(2-hydroxyethoxy)quinoline-2-carboxylic acid